tert-butyl ((S)-1-((1r,4S)-4-methylcyclohexyl)-2-oxo-2-((5-(1,3,5-trimethyl-1H-pyrazol-4-yl)pyridin-2-yl)amino)ethyl)carbamate CC1CCC(CC1)[C@@H](C(NC1=NC=C(C=C1)C=1C(=NN(C1C)C)C)=O)NC(OC(C)(C)C)=O